COC1=C(C(=C2NC=3C=CC(=CC3C(C2=C1)=O)C)C)C 7-methoxy-2,5,6-trimethyl-9-acridone